Tin-iron-tantalum [Ta].[Fe].[Sn]